FC(C1(CC1)C#CC1=CC=CC2=C1OCCCN2)(F)F 9-((1-(trifluoromethyl)cyclopropyl)ethynyl)-2,3,4,5-tetrahydrobenzo[b][1,4]oxazepine